[4-(aminomethyl)-1-piperidyl]-[4-[[3-(2-chloro-5-fluoro-4-methoxy-phenyl)imidazo[1,2-a]pyrazin-8-yl]amino]-2-methyl-phenyl]methanone hydrochloride Cl.NCC1CCN(CC1)C(=O)C1=C(C=C(C=C1)NC=1C=2N(C=CN1)C(=CN2)C2=C(C=C(C(=C2)F)OC)Cl)C